COC(=O)OCOCC([C@H](C[C@H]1C(N(CC1)C(=O)OC)=O)NC([C@@H](NC(=O)C=1NC2=CC=CC(=C2C1)OC)CC(C)C)=O)=O methyl (3S)-3-[(2S)-4-{[(methoxycarbonyl)oxy]methoxy}-2-({N-[(4-methoxy-1H-indol-2-yl)carbonyl]-L-leucyl}amino)-3-oxobutyl]-2-oxopyrrolidine-1-carboxylate